FC(C(C)(C)O)(F)C=1C(=C(C=CC1)[C@@H](C)NC1=NC(=NC2=CC3=C(C=C12)C(N(C3(C)C)C)=O)C)F (R)-4-((1-(3-(1,1-difluoro-2-hydroxy-2-methylpropyl)-2-fluorophenyl)ethyl)amino)-2,7,8,8-tetramethyl-7,8-dihydro-6H-pyrrolo[3,4-g]quinazolin-6-one